5-(8-fluoroimidazo[1,2-a]pyridin-6-yl)-N-(trans-4-morpholinocyclohexyl)-7H-pyrrolo[2,3-d]pyrimidin-4-amine FC=1C=2N(C=C(C1)C1=CNC=3N=CN=C(C31)N[C@@H]3CC[C@H](CC3)N3CCOCC3)C=CN2